2-(1-(1-(3-(trifluoromethyl)-1,2,4-oxadiazol-5-yl)piperidin-4-yl)ethoxy)-6-(4-(methylsulfonyl)phenyl)imidazo[2,1-b][1,3,4]thiadiazol FC(C1=NOC(=N1)N1CCC(CC1)C(C)OC1=NN2C(S1)=NC(=C2)C2=CC=C(C=C2)S(=O)(=O)C)(F)F